2,5-dihydroxy-3-(4-sulfophenylaminocarbonyl)benzenesulfonic acid OC1=C(C=C(C=C1C(=O)NC1=CC=C(C=C1)S(=O)(=O)O)O)S(=O)(=O)O